(S)-N-(4-fluoro-3-(tri-fluoromethyl)-phenyl)-5-(5-((3-(hydroxy-methyl)morpholino)sulfonyl)-2-methoxy-benzamido)-2-methylbenzo[d]thiazole-6-carboxamide FC1=C(C=C(C=C1)NC(=O)C1=CC2=C(N=C(S2)C)C=C1NC(C1=C(C=CC(=C1)S(=O)(=O)N1[C@H](COCC1)CO)OC)=O)C(F)(F)F